2-acryloxy-n-propylthio-5-isopropylthio-1,3,4-thiadiazole C(C=C)(=O)OC(CSC=1SC(=NN1)SC(C)C)C